C1(CCCC1)N1C(NC(C1=O)=O)=O 1-cyclopentylimidazole-2,4,5-trione